ClC1=CC(=CC(=N1)N=S(=O)(C)C)N1[C@@H](COCC1)C (R)-((6-Chloro-4-(3-methylmorpholino)pyridin-2-yl)imino)dimethyl-λ6-sulfanone